FC1=C(C=C(C=C1)C(CC1=NCCC2=C1NC1=CC(=CC=C21)OC)CC2=NCCC1=C2NC2=CC(=CC=C12)OC)OC1=CC=CC=C1 1,1'-(2-(4-fluoro-3-phenoxyphenyl)propane-1,3-diyl)bis(7-methoxy-4,9-dihydro-3H-pyrido[3,4-b]indole)